tert-butyl (9-(2,6-dioxopiperidin-3-yl)-9H-pyrido[2,3-b]indol-6-yl)(2-(2-(2-oxoethoxy)ethoxy)ethyl)carbamate O=C1NC(CCC1N1C2=C(C3=CC(=CC=C13)N(C(OC(C)(C)C)=O)CCOCCOCC=O)C=CC=N2)=O